Azetidin-3-yl 4-(azetidin-1-yl)-2-methyl-5,7-dihydro-6H-pyrrolo[3,4-d]pyrimidine-6-carboxylate bistrifluoroacetate FC(C(=O)O)(F)F.FC(C(=O)O)(F)F.N1(CCC1)C=1C2=C(N=C(N1)C)CN(C2)C(=O)OC2CNC2